bis(4-aminophenylbutyl)-2,5-pyrazinedicarboxylate NC1=CC=C(C=C1)CCCCC1=C(N=C(C(=N1)C(=O)[O-])CCCCC1=CC=C(C=C1)N)C(=O)[O-]